N[C@@H](CCC(=O)OC(CCCCCCCCCCC)=O)C(=O)OCCCCCCCCCCCCCCCCCCCCCC behenyl Lauroyl Glutamate